COC1=CC=C(C=N1)N1C(NC2=C1C=CC=C2C)=O 1-(6-methoxypyridin-3-yl)-4-methyl-1H-benzo[d]imidazol-2(3H)-one